NCC1=CC(=C(C=C1)COC1=CC=C(C=C1)NC(=O)NCC=1C=C2CN(C(C2=CC1)=O)C1C(NC(CC1)=O)=O)C 1-(4-{[4-(Aminomethyl)-2-methylphenyl]methoxy}phenyl)-3-{[2-(2,6-dioxopiperidin-3-yl)-1-oxo-2,3-dihydro-1H-isoindol-5-yl]methyl}urea